rac-N-((1R,2S)-2-aminocyclopropyl)-4-((3-(2,3-difluoro-4-methoxyphenyl)imidazo[1,2-a]pyrazin-8-yl)amino)-2-ethylbenzamide N[C@@H]1[C@@H](C1)NC(C1=C(C=C(C=C1)NC=1C=2N(C=CN1)C(=CN2)C2=C(C(=C(C=C2)OC)F)F)CC)=O |r|